CN(C(=O)C1=C(C(=CC(=C1)C(N(C)C)=O)C(N(C)C)=O)O)C 2,4,6-tri(dimethylcarbamoyl)phenol